ClC1=CC=C2C(CC(OC2=C1)(C)C)NC(=O)[C@H]1[C@@H](C1)[C@H](N1C(NC(CC1=O)(C)C)=[NH2+])C=1C=[NH+]C=CC1 [1-[(S)-[(1R,2R)-2-[(7-chloro-2,2-dimethyl-chroman-4-yl)carbamoyl]cyclopropyl]-pyridin-1-ium-3-yl-methyl]-4,4-dimethyl-6-oxo-hexahydropyrimidin-2-ylidene]ammonium